N1=C(C=CC=C1)CN1C(C(=C(C1=O)C1=CC=C(C=C1)C(F)(F)F)C#CC1=CC(=CC=C1)F)=O 1-(pyridin-2-ylmethyl)-3-((3-fluorophenyl)ethynyl)-4-(4-(trifluoromethyl)phenyl)-1H-pyrrole-2,5-dione